3-(2-chloro-3-(1,4-benzodioxan-6-yl)anilino)-1-methylindazole ClC1=C(NC2=NN(C3=CC=CC=C23)C)C=CC=C1C1=CC2=C(OCCO2)C=C1